N1(CCCC1)CC1(CC1)CC1=NC=CC=C1 ((1-(pyrrolidin-1-ylmethyl)cyclopropyl)methyl)pyridin